C(C=C)(=O)N1[C@@H](C[C@H](CC1)N1N=NC=2C(=NC=3C(=C(C(=CC3C21)Cl)C2=CC(=C(C=C2)F)Cl)F)OC[C@H]2N(CCC2)C)CC#N 2-((2S,4S)-1-acryloyl-4-(8-chloro-7-(3-chloro-4-fluorophenyl)-6-fluoro-4-(((S)-1-methylpyrrolidin-2-yl)methoxy)-1H-[1,2,3]triazolo[4,5-c]quinolin-1-yl)piperidin-2-yl)acetonitrile